Cl.C(C)(C)OC=1C(=CC2=CN(N=C2C1)C1CCNCC1)C(=O)NC=1C=NN2C1N=CC=C2 6-isopropoxy-2-(4-piperidyl)-N-pyrazolo[1,5-a]pyrimidin-3-yl-indazole-5-carboxamide HCl salt